C(=O)(OC(C)(C)C)NC(=NS(=O)(=O)C(F)(F)F)NC(=O)OC(C)(C)C N,N'-Di-Boc-N''-trifluoromethanesulfonyl-guanidine